N-boc-O-tosylhydroxylamine C(=O)(OC(C)(C)C)NOS(=O)(=O)C1=CC=C(C)C=C1